CN(C1=CC=C(C=C1)B(O)O)C 4-(dimethyl-Amino)phenyl-boronic acid